5-(imidazo[1,2-a]pyridin-6-yl)-N-(trans-4-methoxycyclohexyl)pyrrolo[2,1-f][1,2,4]triazin-2-amine N=1C=CN2C1C=CC(=C2)C=2C=CN1N=C(N=CC12)N[C@@H]1CC[C@H](CC1)OC